1-METHYL-3-ISOPROPYL-1H-PYRAZOLE-5-BORONIC ACID CN1N=C(C=C1B(O)O)C(C)C